Methyl (R)-2-oxo-3-(pyrrolidin-3-yl)-2,3-dihydro-1H-benzo[d]imidazole-5-carboxylate hydrochloride Cl.O=C1N(C2=C(N1)C=CC(=C2)C(=O)OC)[C@H]2CNCC2